FC=1C=C(C=NC1)[C@H](CNC(CC1CCC(CC1)NC(C)=O)(C)C)O N-((1S,4s)-4-(2-(((R)-2-(5-Fluoropyridin-3-yl)-2-hydroxyethyl)amino)-2-methylpropyl)cyclohexyl)acetamide